O1CCN(CC1)C=1N=C(C2=C(N1)N(C(C2)=O)C=2C=C(C=CC2)C)OCC=2C=NC=CC2 2-morpholino-4-(pyridin-3-ylmethoxy)-7-m-tolyl-5H-pyrrolo[2,3-d]pyrimidin-6(7H)-one